2-chloro-5-methyl-N-(3-methylcyclohexyl)pyrimidin-4-amine ClC1=NC=C(C(=N1)NC1CC(CCC1)C)C